N-[(1S,4S)-2-methyl-2-azabicyclo[2.2.1]heptan-6-yl]acetamide CN1[C@@H]2C(C[C@H](C1)C2)NC(C)=O